5-fluoro-2-(2-(4-methoxyphenyl)acetyl)-3-nitrobenzoic acid methyl ester COC(C1=C(C(=CC(=C1)F)[N+](=O)[O-])C(CC1=CC=C(C=C1)OC)=O)=O